2,3-difluoro-4-(4-propylcyclohexen-1-yl)-phenylboronic acid FC1=C(C=CC(=C1F)C1=CCC(CC1)CCC)B(O)O